4-(6-(4-(2-cyclobutylpropanamido)thiophen-2-yl)pyrazin-2-yl)-2-methoxy-N-methyl-N-(1-methylpiperidin-4-yl)benzamide C1(CCC1)C(C(=O)NC=1C=C(SC1)C1=CN=CC(=N1)C1=CC(=C(C(=O)N(C2CCN(CC2)C)C)C=C1)OC)C